ethyl (1R,2S,5S)-6,6-dimethyl-3-azabicyclo[3.1.0]hexane-2-carboxylate hydrochloride Cl.CC1([C@H]2CN[C@@H]([C@@H]12)C(=O)OCC)C